N4-(2-aminophenyl)-N4-methyl-N2-(piperidin-3-yl)-5-(trifluoromethyl)pyrimidin-2,4-diamine NC1=C(C=CC=C1)N(C1=NC(=NC=C1C(F)(F)F)NC1CNCCC1)C